9-(2-cyclopropyl-2-oxoethoxy)-6-isopropyl-2-oxo-10-(thiazol-2-yl)-6,7-dihydro-2H-pyrido[2,1-a]isoquinoline-3-carboxylic acid C1(CC1)C(COC=1C=C2CC(N3C(C2=CC1C=1SC=CN1)=CC(C(=C3)C(=O)O)=O)C(C)C)=O